(R) or (S)-N'-((2,3-dicyclopropyl-6,7-dihydro-5H-cyclopenta[b]pyridin-4-yl)carbamoyl)-1-ethyl-1H-pyrazole-3-sulfonimidamide C1(CC1)C1=C(C(=C2C(=N1)CCC2)NC(=O)N=[S@](=O)(N)C2=NN(C=C2)CC)C2CC2 |o1:16|